Cl.C(CCCCCCCCC)C1=CC2=C(N=C(O2)NCCN)C=C1 N1-(6-decylbenzo[d]oxazol-2-yl)ethane-1,2-diamine hydrochloride